1-methyl-3-hydroxymethyl-1,2,4-triazole CN1N=C(N=C1)CO